C(C)(C)C1=C(NC2=CC=C(C=C12)CC1N(CCC1)C1COC1)C=1C(=C(C=2N(C1)C=NN2)C)C 6-(3-Isopropyl-5-((1-(oxetan-3-yl)pyrrolidin-2-yl)methyl)-1H-indol-2-yl)-7,8-dimethyl-[1,2,4]triazolo[4,3-a]pyridin